C(C)N(C1=CC2=C(C=C(C(O2)=O)C(N)=S)C=C1)CC 7-diethylamino-3-thiocarbamoyl-2H-benzopyrone